N1C=NC=2C1=C1C(=NC2)NC=C1C(=O)OCC ethyl 1,6-dihydroimidazo[4,5-d]pyrrolo[2,3-b]pyridine-8-carboxylate